N'-{1,4,7-triazacyclononane-1,4-diylbis[methylene(2-hydroxy-5-methyl-3,1-phenylene)]}bis(2,3-dihydroxypropanamide) N1(CCN(CCNCC1)CC=1C(=C(C=C(C1)C)C(C(=O)N)(CO)O)O)CC=1C(=C(C=C(C1)C)C(C(=O)N)(CO)O)O